benzyl (S)-7-(((benzyloxy) carbonyl) amino)-3-methyl-4,6,7,8-tetrahydro-5H-isoxazolo[4,5-c]azepine-5-carboxylate C(C1=CC=CC=C1)OC(=O)N[C@H]1CC2=C(CN(C1)C(=O)OCC1=CC=CC=C1)C(=NO2)C